CCCCCCCCCCCCCCCCCCCCC(=O)N[C@@H](COP(=O)(O)OCCN)[C@@H](/C=C/CCCCCCCCC)O The molecule is a N-acyltetradecasphingosine-1-phosphoethanolamine in which the acyl group specified is heneicosanoyl. It is a ceramide phosphoethanolamine (35:1) and a N-acyltetradecasphingosine-1-phosphoethanolamine. It derives from a henicosanoic acid.